N-(3-(tert-butyl)-1H-pyrazol-5-yl)-2-(4-(5-chloro-2-cyanophenyl)-5-methoxy-2-oxopyridin-1(2H)-yl)-2-fluoroacetamide C(C)(C)(C)C1=NNC(=C1)NC(C(F)N1C(C=C(C(=C1)OC)C1=C(C=CC(=C1)Cl)C#N)=O)=O